2-(methylamino)ethoxylquinolin CNCCOC1=NC2=CC=CC=C2C=C1